triglycerin tricaprate OC(=O)CCCCCCCCC.OC(=O)CCCCCCCCC.OC(=O)CCCCCCCCC.OCC(O)CO.OCC(O)CO.OCC(O)CO